4-[4-(1,3-benzoxazol-2-yl)-4-ethylpiperidin-1-yl]-1-methyl-2-oxo-1,2-dihydroquinoline-3-carbonitrile O1C(=NC2=C1C=CC=C2)C2(CCN(CC2)C2=C(C(N(C1=CC=CC=C21)C)=O)C#N)CC